1-(tert-butoxycarbonyl)-5,5-dimethylpiperidine-3-carboxylic acid C(C)(C)(C)OC(=O)N1CC(CC(C1)(C)C)C(=O)O